C(#C)C1CCN(CC1)S(=O)(=O)C 4-ethynyl-1-(methylsulfonyl)piperidine